CCCCCCCCCCCCCC(=O)N(C)C N,N-dimethyltetradecanamide